4-bromo-3-methoxy-N-(pivaloyloxy)benzamide methyl-(1S*,4R*,6R*)-3-(2-phenylacetyl)-6-(2-(trifluoromethyl)phenyl)-2-oxa-3,5-diazabicyclo[2.2.2]oct-7-ene-5-carboxylate COC(=O)N1[C@@H]2N(O[C@H]([C@H]1C1=C(C=CC=C1)C(F)(F)F)C=C2)C(CC2=CC=CC=C2)=O.BrC2=C(C=C(C(=O)NOC(C(C)(C)C)=O)C=C2)OC |o1:5,8,9|